C(C1=CC=CC=C1)OC1=CC=C2C(=CCOC2=C1)C1=CC=C(C=C1)N1CC(C1)C(OC)OC 1-(4-(7-(benzyloxy)-2H-chromen-4-yl)phenyl)-3-(dimethoxymethyl)azetidine